ethoxypropionate C(C)OC(C(=O)[O-])C